[I-].[I-].[I-].[Cs+].[Cs+].[Cs+] Cesium Triiodide